S(=O)(=O)(ON1[C@@H]2CC[C@H](N(C1=O)C2)C(NC(=O)C2=CN=CO2)=N)O (2S,5R)-2-(N-(oxazole-5-carbonyl) carbamimidoyl)-7-oxo-1,6-diazabicyclo[3.2.1]octan-6-yl hydrogen sulfate